(1r,3r)-3-fluorocyclobutyl (3-(3,3-difluorocyclobutyl)-4-iso-propyl-1-methyl-1H-pyrazol-5-yl)carbamate FC1(CC(C1)C1=NN(C(=C1C(C)C)NC(OC1CC(C1)F)=O)C)F